1-(1H-benzimidazol-6-yl)urea N1C=NC2=C1C=C(C=C2)NC(=O)N